methyl-N-[(3R)-1-[2-methyl-7-({2-methyl-8-phenoxyimidazo[1,2-a]pyrazin-6-yl}carbamoyl) indazol-4-yl]pyrrolidin-3-yl]carbamate COC(N[C@H]1CN(CC1)C=1C2=CN(N=C2C(=CC1)C(NC=1N=C(C=2N(C1)C=C(N2)C)OC2=CC=CC=C2)=O)C)=O